C(C)(C)(C)OC(=O)N1C(CC(=CC1)OS(=O)(=O)C(F)(F)F)(C)C 2,2-dimethyl-4-(((trifluoromethyl)sulfonyl)oxy)-3,6-dihydropyridine-1(2H)-carboxylic acid tert-butyl ester